COC=1C=CC=2C=C(N3C(C2C1)=C1C=CC=CC1=N3)C3=CC=CC=C3 2-Methoxy-6-phenylindazolo[3,2-a]isoquinoline